BrC1=C(C=C(NC2=NC=C(C(=N2)NC(CC(=O)OCC)CC(=O)OCC)C)C=C1)C(=O)OC diethyl 3-[[2-(4-bromo-3-methoxycarbonyl-anilino)-5-methyl-pyrimidin-4-yl]amino]pentanedioate